1-(5-fluoropyrimidin-2-yl)ethane-1,2-diol FC=1C=NC(=NC1)C(CO)O